(((4-(2-(4-fluorophenyl)acetamido)benzyl)oxy)carbonyl(methyl)amino)-4-phenylbutanoate FC1=CC=C(C=C1)CC(=O)NC1=CC=C(COC(=O)N(C)C(C(=O)[O-])CCC2=CC=CC=C2)C=C1